(2R,6R)-N-((R)-1-(2-Chlorophenyl)ethyl)-4-(3-fluoropyridin-4-yl)-2,6-dimethylpiperazine-1-carboxamide ClC1=C(C=CC=C1)[C@@H](C)NC(=O)N1[C@@H](CN(C[C@H]1C)C1=C(C=NC=C1)F)C